ClC1=C(C=C(OCC(=O)N[C@@H]2CC[C@H](CC2)C(=O)NCC=2OC3=C(C2)C=C(C=C3)Cl)C=C1)F trans-4-(2-(4-chloro-3-fluorophenoxy)acetamido)-N-((5-chlorobenzofuran-2-yl)methyl)cyclohexanecarboxamide